The molecule is a hydroxybenzoyl-CoA that results from the formal condensation of the thiol group of coenzyme A with the carboxy group of 2-hydroxybenzoic acid. It derives from a benzoyl-CoA and a salicylic acid. It is a conjugate acid of a 2-hydroxybenzoyl-CoA(4-). CC(C)(COP(=O)(O)OP(=O)(O)OC[C@@H]1[C@H]([C@H]([C@@H](O1)N2C=NC3=C(N=CN=C32)N)O)OP(=O)(O)O)[C@H](C(=O)NCCC(=O)NCCSC(=O)C4=CC=CC=C4O)O